ClC=1C=C(C=CC1F)NC(N(C)[C@@H]1CCCC=2NC(C3=CC(=CC(=C3C12)F)F)=O)=O (R)-3-(3-chloro-4-fluorophenyl)-1-(8,10-difluoro-6-oxo-1,2,3,4,5,6-hexahydrophenanthridin-1-yl)-1-methylurea